COC(CCC(=O)N(C)C1=C(C=C2C=CN=C(C2=C1)Cl)OC)=O 4-((1-chloro-6-methoxyisoquinolin-7-yl)(methyl)amino)-4-oxobutanoic acid methyl ester